C(C1=CC=CC=C1)N1CC=2N=C(N=C(C2CC1)OC1=C(C=CC=C1C)C)NCC1=CC=C(C#N)C=C1 4-(((7-Benzyl-4-(2,6-dimethylphenoxy)-5,6,7,8-tetrahydropyrido[3,4-d]pyrimidine-2-yl)amino)methyl)benzonitrile